N-(but-3-en-1-yl)-4,6-dichloropyridine-3-carboxamide C(CC=C)NC(=O)C=1C=NC(=CC1Cl)Cl